C(C)(C)(C)OC(NC1CCN(CC1)CC1=CC=C(C=C1)[N+](=O)[O-])=O [1-(4-nitrobenzyl)piperidin-4-yl]carbamic acid tert-butyl ester